C[C@@H]1CN(CCN1)C1=CC2=C(C=N1)N=C(N2)C2=CC(=CN2)C(=O)C2=C(C=CC=C2)C(F)(F)F (R)-(5-(6-(3-methylpiperazin-1-yl)-1H-imidazo[4,5-c]pyridin-2-yl)-1H-pyrrol-3-yl)(2-(trifluoromethyl)phenyl)methanone